N-(2-(2-(2-aminoethoxy)ethoxy)ethyl)pivalic amide NCCOCCOCCNC(C(C)(C)C)=O